Sodium (2S)-2-((2S)-2-((((1-(bicyclo[2.2.1]heptane-2-carbonyl)azetidin-3-yl)methoxy) carbonyl)amino)-4-methylpentanamido)-1-hydroxy-3-((R)-2-oxopyrrolidin-3-yl)propane-1-sulfonate C12C(CC(CC1)C2)C(=O)N2CC(C2)COC(=O)N[C@H](C(=O)N[C@H](C(S(=O)(=O)[O-])O)C[C@@H]2C(NCC2)=O)CC(C)C.[Na+]